tert-Butyl 3-(8-fluoro-1-oxo-2,6-naphthyridin-2(1H)-yl)propylcarbamate FC=1C=NC=C2C=CN(C(C12)=O)CCCNC(OC(C)(C)C)=O